strontium lanthanum copper oxide [Cu]=O.[La].[Sr]